FC1=C(OC2=CC3=C(N=C(N=C3)NC3=NC=C(C=C3)C)N(C2=O)C)C=CC=C1 6-(2-fluorophenoxy)-8-methyl-2-[(5-methylpyridin-2-yl)amino]pyrido[2,3-d]pyrimidin-7(8H)-one